2-[5-(trifluoromethyl)-3,4-diazatricyclo[5.2.1.02,6]deca-2,5-dien-4-yl]acetic acid FC(C=1N(N=C2C3CCC(C12)C3)CC(=O)O)(F)F